sorbitol oleat C(CCCCCCC\C=C/CCCCCCCC)(=O)O.OC[C@H](O)[C@@H](O)[C@H](O)[C@H](O)CO